COC(CN)(C)OC 2,2-Dimethoxypropan-1-amine